2-(6-{5-chloro-2-[(oxacyclohex-4-yl)amino]pyrimidin-4-yl}-1-oxo-2,3-dihydro-1H-isoindol-2-yl)-N-[1-(piperidin-3-yl)ethyl]acetamide HCl Cl.ClC=1C(=NC(=NC1)NC1CCOCC1)C1=CC=C2CN(C(C2=C1)=O)CC(=O)NC(C)C1CNCCC1